[O-]S(=O)(=O)C(F)(F)F.C(CCCC)[NH+]1CCC(CC1)CC 1-Pentyl-4-ethylpiperidinium triflat